ClC=1C=NC(=NC1)N1CCC(CC1)CCCOC1=CC(=C(C=C1)CC(=O)N1CC(CC1)(CNC[C@@H]([C@@H]([C@@H](CO)O)O)O)O)F 2-[4-[3-[1-(5-chloropyrimidin-2-yl)-4-piperidyl]propoxy]-2-fluoro-phenyl]-1-[3-hydroxy-3-[[[(2S,3S,4R)-2,3,4,5-tetrahydroxypentyl]amino]methyl]-pyrrolidin-1-yl]ethanone